OCCOC1=C(C=C(C=C1)N)N 1-beta-hydroxyethoxy-2,4-diaminobenzene